O[C@@H]1C2=CC[C@H]3[C@@H]4CC[C@H]([C@@H](CCCC(C)C)C)[C@]4(CC[C@@H]3[C@]2(CC[C@@H]1O)C)C C,4β-Hydroxycholesterol